BrC=1C(=NC=C(N1)[C@@H]1C[C@@H]([C@H](CC1)O[Si](C)(C)C(C)(C)C)F)N 3-bromo-5-((1S,3S,4S)-4-((tert-butyldimethylsilyl)oxy)-3-fluorocyclohexyl)pyrazin-2-amine